5-chloro-3-(2,2-difluoroethyl)-1,3-benzoxazol-2(3H)-one ClC=1C=CC2=C(N(C(O2)=O)CC(F)F)C1